2-(6-Chloro-benzothiazol-2-ylamino)-1-methyl-1H-benzoimidazole-5-carboxylic acid (2-oxo-2-piperazin-1-yl-ethyl)-amide hydrochloride Cl.O=C(CNC(=O)C1=CC2=C(N(C(=N2)NC=2SC3=C(N2)C=CC(=C3)Cl)C)C=C1)N1CCNCC1